1-hexanoyl-2-octanoyl-sn-glycero-3-phosphocholine C(CCCCC)(=O)OC[C@@H](OC(CCCCCCC)=O)COP(=O)([O-])OCC[N+](C)(C)C